6-FORMYL-2,3-DIHYDRO-1H-INDOLE HYDROCHLORIDE Cl.C(=O)C1=CC=C2CCNC2=C1